4-bromopentyl propionate C(CC)(=O)OCCCC(C)Br